C(C=C)[C@@H]1N(C[C@H]1N1CCN(CC1)C(=O)OCC1=CC=CC=C1)C(=O)OC(C)(C)C benzyl 4-((2S,3R)-2-allyl-1-(tert-butoxycarbonyl)azetidin-3-yl)piperazine-1-carboxylate